6-chloro-1-(6-acetamidopyridin-3-yl)-4-oxo-7-[5H,7H-pyrrolo[3,4-b]pyridin-6-yl]quinoline-3-carboxylic acid ethyl ester C(C)OC(=O)C1=CN(C2=CC(=C(C=C2C1=O)Cl)N1CC2=NC=CC=C2C1)C=1C=NC(=CC1)NC(C)=O